P(=O)(OCCC)(OCCCC)[O-] n-propyl (n-butyl) phosphate